(R)-1-(4-chloropyridin-2-yl)ethan-1-ol ClC1=CC(=NC=C1)[C@@H](C)O